FC=1C=C2C(=CNC2=CC1)CC1CCN(CC1)CCOC1=C(C=C(C=C1)F)C=1C=NNC1 5-fluoro-3-((1-(2-(4-fluoro-2-(1H-pyrazol-4-yl)phenoxy)ethyl)piperidin-4-yl)methyl)-1H-indole